(1-amino-2-methoxyethyl)(4-chloro-3-fluorophenyl)diazene NC(COC)N=NC1=CC(=C(C=C1)Cl)F